C(C)N1CN(C=C1)N 1-ethyl-1H-imidazol-3-amine